ClC1=CC=C(C=C1)C(N1CCN(CC1)CC1=C(C#N)C=CC(=C1)N1CCN(CCC1)C)C1=CC=C(C=C1)Cl 2-((4-(bis(4-chlorophenyl)methyl)piperazin-1-yl)methyl)-4-(4-methyl-1,4-diazepan-1-yl)benzonitrile